1,4-bis(4'-vinylphenoxy)butane tert-butyl-5-(2-(2,6-dioxopiperidin-3-yl)-1-oxoisoindolin-5-yl)-2,5-diazabicyclo[2.2.1]heptane-2-carboxylate C(C)(C)(C)OC(=O)N1C2CN(C(C1)C2)C=2C=C1CN(C(C1=CC2)=O)C2C(NC(CC2)=O)=O.C(=C)C2=CC=C(OCCCCOC1=CC=C(C=C1)C=C)C=C2